ClC=1C=C(C=CC1)COC(CNC(CNC1=CC=CC=C1)=N)C N-[2-[(3-chlorophenyl)methoxy]propyl]-2-(phenylamino)-Ethanimidamide